5,7-dichloro-2,3-dimethylpyrido[4,3-d]pyrimidin-4(3H)-one ClC1=NC(=CC=2N=C(N(C(C21)=O)C)C)Cl